2-(2-hydroxyethoxy)acetaldehyde OCCOCC=O